CC(CC1=C(C=O)C=CC=C1)=CC 2,3-dimethyl-allyl-benzaldehyde